CC1=CC=C(C=C1)S(=O)[O-].[NH4+].FC(CC1=C(NC2=CC=C(C=C12)C(=O)N1CC2CNCC2C1)C1=CC(=NC(=C1)C)C)F (3-(2,2-difluoroethyl)-2-(2,6-dimethylpyridin-4-yl)-1H-indol-5-yl)(hexahydropyrrolo[3,4-c]pyrrol-2(1H)-yl)methanone ammonium p-toluenesulfinate salt